O=C1NC(CCC1NC1=CC=C(C=C1)N1CCN(CC1)CC(=O)O)=O (4-{4-[(2,6-dioxopiperidin-3-yl)amino]phenyl}piperazin-1-yl)acetic acid